4-((1-(tert-Butoxycarbonyl)azetidin-3-yl)sulfonyl)-2-(6-azaspiro[2.5]octan-6-yl)benzoic Acid C(C)(C)(C)OC(=O)N1CC(C1)S(=O)(=O)C1=CC(=C(C(=O)O)C=C1)N1CCC2(CC2)CC1